2-(((tetrahydro-2H-pyran-2-yl)methyl)sulfonyl)phenol O1C(CCCC1)CS(=O)(=O)C1=C(C=CC=C1)O